(2-{[4-(Benzyloxy)-5-methoxy-2-[(3-methoxyphenyl)methyl]phenyl]amino}-5-methoxyphenyl)methanol C(C1=CC=CC=C1)OC1=CC(=C(C=C1OC)NC1=C(C=C(C=C1)OC)CO)CC1=CC(=CC=C1)OC